allyl N-allyl-N-[(2E)-2-tert-butylsulfinyliminoethyl]carbamate C(C=C)N(C(OCC=C)=O)C/C=N/S(=O)C(C)(C)C